1-[2-(6-methylpyridazin-4-yl)-6-[5-[(6-methylpyridazin-3-yl)amino]benzimidazol-1-yl]-3-pyridyl]ethanone CC1=CC(=CN=N1)C1=NC(=CC=C1C(C)=O)N1C=NC2=C1C=CC(=C2)NC=2N=NC(=CC2)C